(1s,2s)-1-amino-7-bromo-4,4-dimethyl-1,2,3,4-tetrahydronaphthalen-2-ol N[C@@H]1[C@H](CC(C2=CC=C(C=C12)Br)(C)C)O